(6-Chlorochroman-3-yl)-[6-(5-chloro-1H-pyrazol-4-yl)-1-[2-[ethyl(methyl)amino]ethyl]indol-3-yl]methanone ClC=1C=C2CC(COC2=CC1)C(=O)C1=CN(C2=CC(=CC=C12)C=1C=NNC1Cl)CCN(C)CC